ClC1=CC=2C3=C(C(=NC2C(=C1C1=CC=CC=C1)F)SC)N=NN3[C@@H]3C[C@H](N(CC3)C(=O)OC(C)(C)C)CC#N tert-butyl (2S,4S)-4-(8-chloro-6-fluoro-4-(methylthio)-7-phenyl-1H-[1,2,3]triazolo[4,5-c]quinolin-1-yl)-2-(cyanomethyl)piperidine-1-carboxylate